2-(4-fluoro-2-methylphenoxy)-5-(trifluoromethyl)benzoic acid FC1=CC(=C(OC2=C(C(=O)O)C=C(C=C2)C(F)(F)F)C=C1)C